(R)-N4-(1-(3-amino-5-(trifluoromethyl)phenyl)ethyl)-N2,N2-dimethyl-6-(tetrahydro-2H-pyran-4-yl)pyrido[3,4-d]pyrimidine-2,4-diamine NC=1C=C(C=C(C1)C(F)(F)F)[C@@H](C)NC=1C2=C(N=C(N1)N(C)C)C=NC(=C2)C2CCOCC2